FC1=C(C(=O)O)C=CC=C1C(=O)OC 2-fluoro-3-(methoxycarbonyl)benzoic acid